FC(C1=C(C2=CC=C(N)C=C2)C=CC(=C1)N)(F)F 2'-trifluoromethylbenzidine